2-(difluoromethyl)-6-ethyl-phenylacetic acid FC(C1=C(C(=CC=C1)CC)CC(=O)O)F